OC1=C(C=C(C=C1OC)C=CC1=CC=C(C=C1)OC)OC 4-Hydroxy-3,5,4'-trimethoxystilbene